bicycloheptynyl C1#CC(CCCC1)C1C#CCCCC1